3-((3,5-Dichloro-4-((5-fluoro-6-dimethylaminopyrimidin-4-yl)oxy)-phenyl)-amino)propionic acid ClC=1C=C(C=C(C1OC1=NC=NC(=C1F)N(C)C)Cl)NCCC(=O)O